tert-Butyl (3-cyano-5-fluoro-4-(5-fluoro-3-((S)-3-(4-methylpiperazin-1-yl)pyrrolidin-1-yl)-7,9-dihydrofuro[3,4-f]quinazolin-6-yl)benzo[b]thiophen-2-yl)carbamate C(#N)C=1C2=C(SC1NC(OC(C)(C)C)=O)C=CC(=C2C=2C1=C(C=3C=NC(=NC3C2F)N2C[C@H](CC2)N2CCN(CC2)C)COC1)F